2-((5-(3-(difluoromethyl)-1-methyl-1H-pyrazol-4-yl)-1,3,4-oxadiazol-2-yl)thio)-1-(4-((1-methyl-1H-pyrazol-4-yl)sulfonyl)piperazin-1-yl)ethan-1-one FC(C1=NN(C=C1C1=NN=C(O1)SCC(=O)N1CCN(CC1)S(=O)(=O)C=1C=NN(C1)C)C)F